(2S,5'R)-7-chloro-3',4-dimethoxy-5'-methyl-6-(5-methyl-1,2,4-oxadiazol-3-yl)spiro[benzofuran-2,4'-cyclohex-2-ene]-1',3-dione ClC1=C(C=C(C=2C([C@]3(C(=CC(C[C@H]3C)=O)OC)OC21)=O)OC)C2=NOC(=N2)C